3-methyl-2-nitro-1a,3,4,5,7,7a-hexahydro-s-indaceno[1,2-b]oxirene CC1CCC2=CC=3CC4C(O4)C3C(=C12)[N+](=O)[O-]